(±)-(2R,3S)-2-(5-bromopyridin-3-yl)-3-hydroxy-2-methyl-3-phenylpropanoic acid BrC=1C=C(C=NC1)[C@@](C(=O)O)([C@H](C1=CC=CC=C1)O)C |r|